2,6-dimethyl-4-(trifluoromethyl)aniline CC1=C(N)C(=CC(=C1)C(F)(F)F)C